(1R)-1-[6-(trifluoromethyl)pyridin-3-yl]ethylamine hydrochloride Cl.FC(C1=CC=C(C=N1)[C@@H](C)N)(F)F